5-(2-fluoro-4-methoxyphenyl)-3-(2-methyl-4-(1-methyl-4-(trifluoromethyl)-1H-imidazol-2-yl)phenyl)-1,2,4-oxadiazole FC1=C(C=CC(=C1)OC)C1=NC(=NO1)C1=C(C=C(C=C1)C=1N(C=C(N1)C(F)(F)F)C)C